N1C=CC2=CC(=CC=C12)C1=NC=CC2=CC=C(C=C12)C=1C=C2C=CNC2=CC1 1,7-bis-(1H-indol-5-yl)isoquinoline